(3R,4R)-3-(4-Fluorophenoxymethyl)-4-methyl-2-[6-methyl-3-(pyrimidin-2-yl)pyridin-2-carbonyl]-2-azabicyclo[3.1.1]heptan FC1=CC=C(OC[C@@H]2N(C3CC([C@H]2C)C3)C(=O)C3=NC(=CC=C3C3=NC=CC=N3)C)C=C1